(6,8-dimethoxy-3,4-dihydronaphthalen-1-yl)methylamine, hydrochloride Cl.COC=1C=C2CCC=C(C2=C(C1)OC)CN